C(C)C=1C=NN2C1N=C(N=C2N(CC2=NC1=C(N2COCC[Si](C)(C)C)C=CC=C1)CC1=CC=C(C=C1)OC)N1CCN(CC1)C 8-ethyl-N-[(4-methoxyphenyl)methyl]-2-(4-methylpiperazin-1-yl)-N-[(1-{[2-(trimethylsilyl)ethoxy]methyl}-1H-benzimidazol-2-yl)methyl]pyrazolo[1,5-a][1,3,5]triazin-4-amine